N-[(1R)-1-[3-[7,7-difluoro-2-[(2S)-2-methylazetidin-1-yl]-5,6-dihydrocyclopenta[d]pyrimidin-4-yl]phenyl]ethyl]methanesulfonamide FC1(CCC2=C1N=C(N=C2C=2C=C(C=CC2)[C@@H](C)NS(=O)(=O)C)N2[C@H](CC2)C)F